ClC1=C(C(=CC=C1)C)C(C(=O)OCC)(F)F ethyl 2-(2-chloro-6-methyl-phenyl)-2,2-difluoro-acetate